COC1=C(C=CC(=C1)OC)C1=CN=C2C(=N1)N(C=N2)CC=2C(=C1C=CC=NC1=CC2F)F 6-((6-(2,4-dimethoxyphenyl)-1H-imidazo[4,5-b]pyrazin-1-yl)methyl)-5,7-difluoroquinoline